OCCN(C1=NC=CC(=N1)CN1C(C=C(C=C1)N1N=C(C2=NC=CC=C21)C2=CC=C(C=C2)C(F)(F)F)=O)C 1-((2-((2-hydroxyethyl)(methyl)amino)pyrimidin-4-yl)methyl)-4-(3-(4-(trifluoromethyl)phenyl)-1H-pyrazolo[4,3-b]pyridin-1-yl)pyridin-2(1H)-one